6-((1-acetylpiperidin-4-yl)amino)-2-isopropoxypyrimidine-4-carboxylic acid C(C)(=O)N1CCC(CC1)NC1=CC(=NC(=N1)OC(C)C)C(=O)O